C1C[C@H](N(C1)C=O)C(=O)O N-FORMYL-L-PROLINE